(S)-1-(3-formyl-1H-indole-6-carbonyl)-N-(3,4,5-trifluorophenyl)pyrrolidine-3-carboxamide C(=O)C1=CNC2=CC(=CC=C12)C(=O)N1C[C@H](CC1)C(=O)NC1=CC(=C(C(=C1)F)F)F